CC1(C(C1)CNCC=1C=CC=2N(C1)C=C(N2)CNC(=O)C=2N=C1N(C(C2)=O)C=CC=C1)C N-{[6-({[(2,2-dimethylcyclopropyl)methyl]amino}methyl)imidazo[1,2-a]pyridin-2-yl]methyl}-4-oxo-4H-pyrido[1,2-a]pyrimidine-2-carboxamide